CC1=C(CC(=O)Cl)C=C(C(=C1)[N+](=O)[O-])C 2,5-dimethyl-4-nitrobenzyl-carbonyl chloride